methyl-7-morpholino-1H-indole-3-carboxamide CN1C=C(C2=CC=CC(=C12)N1CCOCC1)C(=O)N